ClC=1C=C2C=CN(C2=C(C1)C1=C2C(=NC=C1)C=C(S2)CN2C(N(C(=CC2=O)C2CC2)CC(F)(F)F)=O)CC2(CCNCC2)C#N 4-((5-Chloro-7-(2-((4-cyclopropyl-2,6-dioxo-3-(2,2,2-trifluoroethyl)-3,6-Dihydropyrimidin-1(2H)-yl)methyl)thieno[3,2-b]pyridin-7-yl)-1H-indol-1-yl)methyl)piperidine-4-carbonitrile